ClC1=C2C(=NC=C1C=1C=C(C=CC1)N1C(CNCC1)=O)NC=C2CC 1-(3-(4-chloro-3-ethyl-1H-pyrrolo[2,3-b]pyridin-5-yl)phenyl)piperazin-2-one